C(C=C)(=O)N1CCN(CC1)C(CN1C2=C(N=C(C1=O)NC1=CC(=CC(=C1)OC)OC)C=CC(=N2)NC2=CC=C(C=C2)N2CCN(CC2)C)=O (2-(4-Acryloylpiperazin-1-yl)-2-oxoethyl)-2-(3,5-dimethoxyanilino)-6-(4-(4-methylpiperazin-1-yl)anilino)pyrido[2,3-b]pyrazin-3(4H)-one